C(C)(C)(C)N(C(O)=O)[C@@H]1C[C@@H](CC1)OC=1C=2N(C=C(C1)C=1C=NN(C1)C)N=CC2.C2(=CCCCC2)N2CCOCC2 4-(1-cyclohexenyl)morpholine tert-butyl-((1S,3R)-3-((6-(1-methyl-1H-pyrazol-4-yl)pyrazolo[1,5-a]pyridin-4-yl)oxy)cyclopentyl)carbamate